3-(2-isopropylpyridin-3-yl)-1-methyl-1,4,6,7-tetrahydro-5H-pyrazolo[4,3-c]pyridine-5-carboxylic acid tert-butyl ester C(C)(C)(C)OC(=O)N1CC2=C(CC1)N(N=C2C=2C(=NC=CC2)C(C)C)C